2-(amino-d2)-4-oxo-5-(4-(trifluoromethyl)phenyl)-4,5-dihydrofuran-3-yl-5-d phenylmethanesulfonate C1(=CC=CC=C1)CS(=O)(=O)OC1=C(OC(C1=O)([2H])C1=CC=C(C=C1)C(F)(F)F)N([2H])[2H]